C1CCC2=C(C=3CCCC3C=C12)NC(=O)O[C@@H](C(=O)OCC)CCC1=CC=CC=C1 Ethyl (2R)-2-{[(1,2,3,5,6,7-hexahydro-s-indacen-4-yl)-carbamoyl]oxy}-4-phenyl-butanoate